NCCC(=O)N1CC2CCC(C1)N2C2=C(C=NC=C2)F 3-amino-1-[8-(3-fluoropyridin-4-yl)-3,8-diazabicyclo[3.2.1]octan-3-yl]propan-1-one